2,2'-(DITHIODIMETHYLENE)-DIFURAN C(SSCC=1OC=CC1)C=1OC=CC1